COC1=C(C=C(C=C1)S(=O)(=O)N1CCCC1)N1CCNCC1 1-(2-Methoxy-5-pyrrolidin-1-ylsulfonyl-phenyl)piperazine